ClC1=C(C(=O)NC2=NC=C(C=C2C)C#CC2=CC=CC=C2)C=C(C=C1)NC(=O)[C@@H]1[C@H](C1)C 2-chloro-5-[[(1S,2S)-2-methylcyclopropanecarbonyl]amino]-N-[3-methyl-5-(2-phenylethynyl)-2-pyridyl]benzamide